BrC1=CC(=C2C(=NC=NC2=C1)NC=1C(=C2C=CC=NC2=CC1)F)OC(C)C1CCOCC1 7-bromo-N-(5-fluoroquinolin-6-yl)-5-(1-(tetrahydro-2H-pyran-4-yl)ethoxy)quinazolin-4-amine